3-Fluoro-4-((1r,4s)-4-octylcyclohexyl)-1H-pyrrole-2-carboxylic acid FC1=C(NC=C1C1CCC(CC1)CCCCCCCC)C(=O)O